3-(2,3-bis(isobutyryloxy)-5-bromo-benzylideneamino)benzoic acid C(C(C)C)(=O)OC1=C(C=NC=2C=C(C(=O)O)C=CC2)C=C(C=C1OC(C(C)C)=O)Br